NC1=CC=C(CNC(=O)C=2OC3=C(C2)C=CC(=C3)C3=COC=C3)C=C1 N-(4-aminobenzyl)-6-(furan-3-yl)benzofuran-2-carboxamide